3-[6-(4,4-difluoropiperidin-1-yl)-5-fluoropyridin-3-yl]-1,2-thiazole-5-carboxylic acid Methyl-3-[6-(4,4-difluoropiperidin-1-yl)-5-fluoropyridin-3-yl]-1,2-thiazole-5-carboxylate COC(=O)C1=CC(=NS1)C=1C=NC(=C(C1)F)N1CCC(CC1)(F)F.FC1(CCN(CC1)C1=C(C=C(C=N1)C1=NSC(=C1)C(=O)O)F)F